C(C)OP(=O)(C)C=1C=CC=C2C(=CNC12)C1=NC(=NC=C1C(F)(F)F)N[C@@H]1CN(CCC1)C(=O)OC(C)(C)C (S)-tert-butyl 3-((4-(7-(ethoxy(methyl)phosphoryl)-1H-indol-3-yl)-5-(trifluoromethyl)pyrimidin-2-yl)amino)piperidine-1-carboxylate